C(C)(C)(C)OC(=O)N1[C@@H]2CN([C@H](C1)C2)C2=NC(=NC1=C(C(=C(C=C21)I)Br)F)OC[C@H](C)OC.COC2=C(C=CC=C2)C=[N+]([O-])C2=CC=C(C=C2)C(=O)O (o-methoxyphenyl)-N-(4-carboxyphenyl)nitrone tert-butyl-(1S,4S)-5-[7-bromo-8-fluoro-6-iodo-2-[(2S)-2-methoxypropoxy]quinazolin-4-yl]-2,5-diazabicyclo[2.2.1]heptane-2-carboxylate